4-bromo-1-(difluoromethyl)-5-methyl-1H-pyrrole-2-carbonitrile BrC=1C=C(N(C1C)C(F)F)C#N